N[C@@H]1C[C@@H](CN(C1)C(=O)OC(C)(C)C)C(=O)OC cis-1-tert-butyl 3-methyl 5-aminopiperidine-1,3-dicarboxylate